tert-butyl (2-(2-(4-((2-(2,4-dihydroxy-5-isopropylbenzoyl)isoindolin-5-yl)methyl)piperazin-1-yl)ethoxy)ethyl)carbamate OC1=C(C(=O)N2CC3=CC=C(C=C3C2)CN2CCN(CC2)CCOCCNC(OC(C)(C)C)=O)C=C(C(=C1)O)C(C)C